N[C@H]1CN(CCC1)C(=O)C=1C=CC=2N(C1)N=C(C2C)C=2N(C1=C(C=C(C=C1C2)F)C2CCN(CC2)C(=O)C2CCC(CC2)O)CC2CC2 ((R)-3-Aminopiperidin-1-yl)(2-(1-(cyclopropylmethyl)-5-fluoro-7-(1-((1s,4s)-4-hydroxycyclohexane-1-carbonyl)piperidin-4-yl)-1H-indol-2-yl)-3-methylpyrazolo[1,5-a]pyridin-6-yl)methanone